3-(((4-Methoxyphenyl)amino)methyl)-4H-chromen-4-one COC1=CC=C(C=C1)NCC1=COC2=CC=CC=C2C1=O